CC1=C(C=CC=C1)C1=C(C=CC(=N1)NS(=O)(=O)C1=CC=CC(=N1)N1C(CNCC1)C(=O)O)C(F)(F)F 1-(6-{[6-(2-methylphenyl)-5-(trifluoromethyl)pyridin-2-yl]Sulfamoyl}pyridin-2-yl)piperazine-2-carboxylic acid